4-[5-[3-(3-methylphenyl)pyrazol-1-yl]-2-(4-pyridinyl)pyrazolo[1,5-a]pyrimidin-7-yl]morpholine CC=1C=C(C=CC1)C1=NN(C=C1)C1=NC=2N(C(=C1)N1CCOCC1)N=C(C2)C2=CC=NC=C2